CN1CCN(CC1)C(CN)C1=CC=CC=C1 2-(4-Methylpiperazin-1-yl)-2-phenylethan-1-amine